CC1=C(OC(C(=O)OC(C)(C)C)(C)C)C(=CC(=C1)\C=C\C(=O)C1=CC=C(C=2C=C(OC21)C)SC)C tert-butyl (E)-2-(2,6-dimethyl-4-(3-(2-methyl-4-(methylthio)benzofuran-7-yl)-3-oxoprop-1-en-1-yl)phenoxy)-2-methylpropanoate